O1CCN(CC1)C=1C2=C(N=C(N1)C=1C=C(C=CC1)NC(C1=CN=CC=C1)=O)C=C(S2)C2=C1C(=NC=C2)NC=C1 N-(3-(4-morpholino-6-(1H-pyrrolo[2,3-b]pyridin-4-yl)thieno[3,2-d]pyrimidin-2-yl)phenyl)nicotinamide